(6S)-2-methyl-spiro[4,6-dihydro-cyclopenta[d]thiazole-5,4'-piperidin]-6-amine hydrochloride Cl.CC=1SC2=C(N1)CC1(CCNCC1)[C@@H]2N